5-(3-methoxyphenyl)-N-(3-((diethylamino)methyl)-1,2,4-thiadiazol-5-yl)thiophene-3-carboxamide COC=1C=C(C=CC1)C1=CC(=CS1)C(=O)NC1=NC(=NS1)CN(CC)CC